2-[3-(2,2-Difluorocyclopropyl)-5-(trifluoromethyl)pyrazol-1-yl]-1-[(5R)-5-(3-methoxy-2-methyl-phenyl)-5,7-dihydropyrrolo[3,4-d]pyrimidin-6-yl]ethanone FC1(C(C1)C1=NN(C(=C1)C(F)(F)F)CC(=O)N1CC=2N=CN=CC2[C@H]1C1=C(C(=CC=C1)OC)C)F